ClC=1C=C(C=CC1)C1C(C1)NC1=C2N=CN(C2=NC(=N1)C#CC1=CC=CC=C1)[C@H]1[C@@H]([C@@H]([C@@]2(C[C@H]12)C(=O)NC)O)O (1S,2R,3S,4R,5S)-4-(6-((2-(3-chlorophenyl)cyclopropyl)amino)-2-(phenylethynyl)-9H-purin-9-yl)-2,3-dihydroxy-N-methylbicyclo[3.1.0]hexane-1-carboxamide